CC([SiH](OC(C1CCCCC1)C1CCCC1)C)C Dimethyl-1-cyclopentyl-Dimethyl-1-cyclohexyl-methoxysilane